3-[N-(tert-butoxycarbonyl)amino]-4-(2,4,5-trifluorophenyl)butanoic acid C(C)(C)(C)OC(=O)NC(CC(=O)O)CC1=C(C=C(C(=C1)F)F)F